(7R)-3-cyclopropyl-7-[[1-(cyclopropylmethyl)imidazol-2-yl]amino]-N-(2-fluoro-2-methylpropyl)-8,9-dihydro-7H-cyclopenta[H]isoquinoline-5-sulfonamide C1(CC1)C=1N=CC=2C3=C(C=C(C2C1)S(=O)(=O)NCC(C)(C)F)[C@@H](CC3)NC=3N(C=CN3)CC3CC3